COC1=C(C=CC=C1)C(=C)CC1=CC=CC=C1 2-(2-methoxyphenyl)-3-phenyl-1-propene